butyl (2S,4R)-4-hydroxy-2-((tosyloxy)methyl)pyrrolidine-1-carboxylate O[C@@H]1C[C@H](N(C1)C(=O)OCCCC)COS(=O)(=O)C1=CC=C(C)C=C1